N[C@@H]1CC[C@H](CC1)N(C(C(=C)C1=CC(=CC=C1)OC(CCC)CC)=O)C N-(4-amino-trans-cyclohexyl)-3-(4-hexyloxy)phenyl-N-methylacrylamide